(2R)-N-((S or R)-(4-cyclopropoxy-3-fluorophenyl)(5-fluoro-6-(trifluoromethyl)pyridin-2-yl)methyl)-2-methyl-3-oxopiperazine-1-carboxamide C1(CC1)OC1=C(C=C(C=C1)[C@H](NC(=O)N1[C@@H](C(NCC1)=O)C)C1=NC(=C(C=C1)F)C(F)(F)F)F |o1:10|